C(=O)O.ClC1=NC=C(C=N1)NC1=NC=CC2=CC=CC=C12 N-(2-chloropyrimidin-5-yl)isoquinolin-1-amine formate